(R)-1-phenylethyl (1-hydroxy-1,3-dihydrobenzo[c][1,2]oxaborole-6-carbonyl)-L-phenylalaninate OB1OCC2=C1C=C(C=C2)C(=O)N[C@@H](CC2=CC=CC=C2)C(=O)O[C@H](C)C2=CC=CC=C2